C(C)O[C@@H]1CC[C@H](CC1)N1N=C(C(=C1)NC(=O)C=1N=C(SC1)C=1C=NNC1)C=1C=CC=C2C=CNC12 N-(1-(trans-4-ethoxycyclohexyl)-3-(1H-indol-7-yl)-1H-pyrazol-4-yl)-2-(1H-pyrazol-4-yl)thiazole-4-carboxamide